O[C@H](C(=O)O)[C@@H](CC(=O)C1=CC=CC=C1)NC(C)=O (2S,3R)-2-hydroxy-3-acetamido-4-phenylcarbonyl-butyric acid